NC1=C(C=CC=C1)C1=CC=CC=C1 2'-aminobiphenyl